FC=1C=C(OC2=CC=C(CC=3N=C(OC3C)C3=CC=C(C=C3)C3=CC=NC=C3)C=C2)C=CC1 4-(4-(3-fluorophenoxy)benzyl)-5-methyl-2-(4-(pyridin-4-yl)phenyl)oxazole